C1(=CC=CC=C1)C(C)NC(CN)C N2-(1-phenylethyl)-1,2-propanediamine